5-(4-amino-2,6-dichlorophenoxy)-3-cyclopropyl-1-(propan-2-yl)-1,2-dihydropyridin-2-one NC1=CC(=C(OC=2C=C(C(N(C2)C(C)C)=O)C2CC2)C(=C1)Cl)Cl